CN1C(=NN=C1)C1CCN(CC1)S(=O)(=O)C1=CC=C(NC2=CC=CC=C2)C=C1 4-((4-(4-methyl-4H-1,2,4-triazole-3-yl)piperidine-1-yl)sulfonyl)-N-phenylaniline